N-(5-(1-methyl-1,4-dihydrochromeno[4,3-c]pyrazol-6-yl)-4-((4-methyl-6-(methylsulfonyl)pyridin-2-yl)amino)pyridin-2-yl)acetamide CN1N=CC2=C1C=1C=CC=C(C1OC2)C=2C(=CC(=NC2)NC(C)=O)NC2=NC(=CC(=C2)C)S(=O)(=O)C